6-amino-2,3-dimethylbenzenethiol NC1=CC=C(C(=C1S)C)C